3-benzyl-6-(3-nitrobenzoylamino)-2,4(1H,3H)-quinazolinedione C(C1=CC=CC=C1)N1C(NC2=CC=C(C=C2C1=O)NC(C1=CC(=CC=C1)[N+](=O)[O-])=O)=O